(1R,10S,13S)-N-[(2,4-difluorophenyl)methyl]-6,13-dihydroxy-10,13-dimethyl-5,8-dioxo-2,9-diazatricyclo[7.4.1.02,7]tetradeca-3,6,11-triene-4-carboxamide FC1=C(C=CC(=C1)F)CNC(=O)C1=CN2[C@H]3[C@@](C=C[C@@H](N(C(C2=C(C1=O)O)=O)C3)C)(C)O